methyl (2R,3S)-3-((methyl sulfonyl)amino)-2-(((cis-4-phenylcyclohexyl)oxy) methyl)piperidine-1-carboxylate CS(=O)(=O)N[C@@H]1[C@@H](N(CCC1)C(=O)OC)CO[C@@H]1CC[C@@H](CC1)C1=CC=CC=C1